2-[3-(3-Hydroxy-2,2-dimethylpropoxy)propyl]-2,3-dihydro-1H-isoindole-1,3-dione OCC(COCCCN1C(C2=CC=CC=C2C1=O)=O)(C)C